((2R,4r,6S)-2,6-dimethylpiperidin-4-yl)methyl benzoate C(C1=CC=CC=C1)(=O)OCC1C[C@H](N[C@H](C1)C)C